(azidomethyl)-5-methylfuran N(=[N+]=[N-])CC=1OC(=CC1)C